N[C@H]1[C@@H](OCCC1)C1=C(C2=NC(=CC(=C2S1)NCC1=CC=CC=C1)Cl)C 2-((2R,3R)-3-aminotetrahydro-2H-pyran-2-yl)-N-benzyl-5-chloro-3-methylthieno[3,2-b]pyridin-7-amine